9-(4-chloro-2,6-difluoro-phenyl)-2,3-dimethyl-7-[rac-(2R,4R)-2-(1-methylpyrazol-4-yl)tetrahydropyran-4-yl]pyrazino[1,2-a]pyrimidin-4-one ClC1=CC(=C(C(=C1)F)C1=NC(=CN2C1=NC(=C(C2=O)C)C)[C@H]2C[C@@H](OCC2)C=2C=NN(C2)C)F |r|